NC1=C(C2=C(S1)C(=CC=C2C=2C1=C(C=3C=NC(=NC3C2F)OC[C@]23CCCN3CC(C2)=C(F)F)COC1)F)C#N 2-Amino-4-((S)-3-(((S)-2-(difluoromethylidene)tetrahydro-1H-pyrrolizin-7a(5H)-yl)methoxy)-5-fluoro-7,9-dihydrofuro[3,4-f]quinazolin-6-yl)-7-fluorobenzo[b]thiophene-3-carbonitrile